FC(OC1=CC2=C(NC=N2)C=C1)F 5-(difluoromethoxy)1H-benzo[d]Imidazole